(1S,3R,4S)-5,5-difluoro-N-((S,Z)-4-fluoro-4-(methylsulfonyl)-1-((S)-2-oxopyrrolidin-3-yl)but-3-en-2-yl)-2-(9-hydroxy-9H-fluorene-9-carbonyl)-2-azabicyclo[2.2.2]octane-3-carboxamide FC1([C@@H]2[C@@H](N([C@H](C1)CC2)C(=O)C2(C1=CC=CC=C1C=1C=CC=CC21)O)C(=O)N[C@@H](C[C@H]2C(NCC2)=O)\C=C(/S(=O)(=O)C)\F)F